BrC1=CC=C(C(=N1)OC)N 6-bromo-2-methoxypyridin-3-amine